1-{Amino[5-(2-hydroxypropan-2-yl)-1,3-thiazol-2-yl]oxo-λ6-sulfanylidene}-3-[7-(3,4-dimethylphenyl)-2,3-dihydro-1H-inden-4-yl]urea NS(=NC(=O)NC1=C2CCCC2=C(C=C1)C1=CC(=C(C=C1)C)C)(=O)C=1SC(=CN1)C(C)(C)O